1'-(2-chloropyrimidin-4-yl)-3,3-difluoro-5'-methyl-1',2'-dihydrospiro[cyclobutane-1,3'-pyrrolo[3,2-b]pyridine] ClC1=NC=CC(=N1)N1CC2(C3=NC(=CC=C31)C)CC(C2)(F)F